2-thiophenesulfonamide S1C(=CC=C1)S(=O)(=O)N